tetrahydropyranyloxy-quinolin-4-one O1C(CCCC1)OC1=NC2=CC=CC=C2C(C1)=O